(R)-2-((6-(1H-pyrrolo[2,3-b]pyridin-3-yl)quinazolin-4-yl)amino)-2-phenylethan-1-ol N1C=C(C=2C1=NC=CC2)C=2C=C1C(=NC=NC1=CC2)N[C@@H](CO)C2=CC=CC=C2